[2-(dimethylamino)-2-oxoethyl] phenylacetate trifluoroacetate salt FC(C(=O)O)(F)F.C1(=CC=CC=C1)CC(=O)OCC(=O)N(C)C